1-(4-(6-chloro-8-fluoro-7-(2-fluoro-6-hydroxyphenyl)-2-(3-morpholino-azetidin-1-yl)quinazolin-4-yl)piperazin-1-yl)prop-2-en-1-one ClC=1C=C2C(=NC(=NC2=C(C1C1=C(C=CC=C1O)F)F)N1CC(C1)N1CCOCC1)N1CCN(CC1)C(C=C)=O